C([2H])([2H])([2H])OS(=O)(=O)C1=CC=C(C=C1)C.N1C=C(C2=CC=CC=C12)CC(CCCC)NC(=O)C1=CN=C(S1)N1CCN(CC1)C=1N(N=CC1)C N-[1-(1H-indol-3-ylmethyl)pentyl]-2-[4-(2-methylpyrazol-3-yl)piperazin-1-yl]thiazole-5-carboxamide [2H3]methyl-4-methylbenzenesulfonate